(S)-6-(4-fluoro-1'-methyl-3H-spiro[benzofuran-2,4'-piperidin]-6-yl)-3-methyl-3,4-dihydropyridine-1(2H)-carboxylic acid tert-butyl ester C(C)(C)(C)OC(=O)N1C[C@H](CC=C1C1=CC2=C(CC3(CCN(CC3)C)O2)C(=C1)F)C